BrC=1C=C(C=C(C1)S(=O)(=O)C)C1=NN(N=C1)C 4-(3-bromo-5-(methylsulfonyl)phenyl)-2-methyl-2H-1,2,3-triazole